CC=1C(C2=CC=CC=C2C(C1CC=C(CCCC(CCCC(CCCC(C)C)C)C)C)=O)=O 2-methyl-3-(3,7,11,15-tetramethylhexadec-2-enyl)-1,4-naphthoquinone